N-((1-benzylcyclobutyl)methyl)-6-hydroxypyrazine-2-carboxamide C(C1=CC=CC=C1)C1(CCC1)CNC(=O)C1=NC(=CN=C1)O